C(C)(=O)N1CCC(CC1)(NCCO)C=1CN(C2=C(C(=NC(=C2C1)N[C@H](C)C1=C(C(=CC=C1)C(F)F)F)C)C#CCN(C)C)C (R)-3-(1-acetyl-4-((2-hydroxyethyl)amino)piperidin-4-yl)-5-((1-(3-(difluoromethyl)-2-Fluorophenyl)ethyl)amino)-8-(3-(dimethylamino)prop-1-yn-1-yl)-1,7-dimethyl-1,6-naphthyridine